OC[C@@H](C)NC(=O)NC=1SC=2CN(CCC2N1)C=1OC2=C(N1)C=C(C=C2)OC N-[(2R)-1-hydroxypropan-2-yl]-N'-[5-(5-methoxy-1,3-benzooxazol-2-yl)-4,5,6,7-tetrahydro[1,3]thiazolo[5,4-c]pyridin-2-yl]urea